4-(2,7-diazaspiro[3.5]non-2-yl)-6-(2,2,2-trifluoroethyl)pteridine C1N(CC12CCNCC2)C2=NC=NC1=NC=C(N=C21)CC(F)(F)F